BrC1=CC=2SCC[C@@H]3N(C2N=C1C)CCNC3 (S)-3-bromo-2-methyl-6,7,7a,8,10,11-hexahydro-9H-pyrazino[1,2-d]pyrido[3,2-b][1,4]thiazepin